C(#N)C=1C=NC(=NC1)NC(CN1C(C2=CC=C(C=C2[C@@]2([C@H](C2)F)C1)C(F)(F)F)=O)=O N-(5-cyanopyrimidin-2-yl)-2-[(2's,4r)-2'-fluoro-1-oxo-6-(trifluoromethyl)spiro[3H-isoquinoline-4,1'-cyclopropane]-2-yl]acetamide